ClC1=CC=CC2=C1C(=NO2)C2OC1=C(C2)C=C(C=C1)CC (4-Chlorobenzo[d]isoxazol-3-yl)-5-ethyl-2,3-dihydrobenzofuran